tert-Butyl (2-(3-((4-(3-((4R,Z)-9-amino-4-((4-hydroxybenzyl)carbamoyl)-2,11,16-trioxo-1-phenyl-3,8,10,12,15-pentaazaoctadec-9-en-1-yl)phenoxy)butyl)amino)-3-oxopropoxy)ethyl)carbamate N/C(/NCCC[C@@H](NC(C(C1=CC=CC=C1)C=1C=C(OCCCCNC(CCOCCNC(OC(C)(C)C)=O)=O)C=CC1)=O)C(NCC1=CC=C(C=C1)O)=O)=N/C(NCCNC(CC)=O)=O